7-(2-morpholinyl)ethylquinoline N1CC(OCC1)CCC1=CC=C2C=CC=NC2=C1